5-iodo-1-methyl-1H-1,2,3-triazole IC1=CN=NN1C